CC(C)C1=CC=C(C=C1)C(CC=O)C 3-(4-propan-2-ylphenyl)butanal